ClC=1C2=C(N=CN1)CN(C(C2)C)C(=O)OC(C)(C)C Tert-Butyl 4-chloro-6-methyl-5H,6H,7H,8H-pyrido[3,4-d]pyrimidine-7-carboxylate